C[C@@H]1C(=CC2=CC=C(C=C2C1)OCCCC(F)(F)F)CN1CCC1 1-[[(3S)-3-Methyl-6-(4,4,4-trifluorobutoxy)-3,4-dihydronaphthalin-2-yl]methyl]azetidin